6-furfurylaminopurine C(C1=CC=CO1)NC1=C2NC=NC2=NC=N1